C(C)(C)(C)OC(=O)N1C[C@@H]([C@@H](CC1)OS(=O)(=O)C)F (3s,4r)-3-fluoro-4-methylsulfonyloxy-piperidine-1-carboxylic acid tert-butyl ester